C[SiH](C1=CC=C(C=C1)C1=CC=C(C=C1)[SiH](C)C)C 4,4'-bis(dimethylsilyl)-1,1'-biphenyl